allyl 4-(4-(tert-butoxycarbonyl)piperazin-1-yl)-2-chloro-8-hydroxy-7-(2-nitrobenzyl)-5,6,7,8-tetrahydroquinazoline-7-carboxylate C(C)(C)(C)OC(=O)N1CCN(CC1)C1=NC(=NC=2C(C(CCC12)(C(=O)OCC=C)CC1=C(C=CC=C1)[N+](=O)[O-])O)Cl